1-[2-[1-[2-aminopropyl]pyrazol-4-yl]thiazol-4-yl]-3-[(4S)-8-chlorochroman-4-yl]urea NC(CN1N=CC(=C1)C=1SC=C(N1)NC(=O)N[C@H]1CCOC2=C(C=CC=C12)Cl)C